C(#N)C1=CC(=C(COC2=CN=CC(=N2)C2=CCN(CC2)CC2=NC3=C(N2C[C@H]2OCC2)C=C(C=C3)C(=O)O)C=C1)F (S)-2-((4-(6-(4-cyano-2-fluorobenzyloxy)pyrazin-2-yl)-5,6-dihydropyridin-1(2H)-yl)methyl)-1-(oxetan-2-ylmethyl)-1H-benzo[d]imidazole-6-carboxylic acid